4-cyanobenzoic acid methyl ester COC(C1=CC=C(C=C1)C#N)=O